N[C@@H](C)C=1N(C(C2=C(C=CC=C2C1)C#CC=1N=C2N(N1)CCC2)=O)C2=CC=CC=C2 (S)-3-(1-aminoethyl)-8-((6,7-dihydro-5H-pyrrolo[1,2-b][1,2,4]Triazol-2-yl)ethynyl)-2-phenylisoquinolin-1(2H)-one